C(C1=CC=CC=C1)C(C[Si](C)(C)C)COC (2-benzyl-3-methoxy-propyl)-trimethyl-silane